BrC1=CC(=NC(=C1)C1(COCC1)OC)C1=CN(C2=CN=C(C=C21)NC(C)=O)C N-{3-[4-bromo-6-(3-methoxyoxolan-3-yl)pyridin-2-yl]-1-methylpyrrolo[2,3-c]pyridin-5-yl}acetamide